C1(=CC=CC=C1)C1=NOC(=C1[Se]C1=CC=CC=C1)C1=CC=CC=C1 3,5-diphenyl-4-(phenylseleno)isoxazole